N[C@@H]1CN(CC12CC2)C(=O)C2=CC1=C(N(C(=N1)C1=CC=3C=4N1CCN(C4C=CC3)CCCO)CC3CC3)C(=C2)OC (S)-(7-amino-5-azaspiro[2.4]heptan-5-yl)(1-(cyclopropylmethyl)-2-(1-(3-hydroxypropyl)-2,3-dihydro-1H-pyrrolo[1,2,3-de]quinoxalin-5-yl)-7-methoxy-1H-benzo[d]imidazol-5-yl)methanone